C(C)N(C(\C=C\C1=CC=C(C=C1)OC)=O)CCSC (E)-N-Ethyl-3-(4-methoxyphenyl)-N-(2-methylsulfanylethyl)prop-2-enamid